(2-(2,6-dioxopiperidin-3-yl)-1-oxoisoindolin-5-yl)boronic acid O=C1NC(CCC1N1C(C2=CC=C(C=C2C1)B(O)O)=O)=O